CC1C(CC(C(N1CCCCCOCC#C)=O)NC(OC(C)(C)C)=O)C1=C(C(=CC(=C1)F)F)F tert-butyl N-[6-methyl-2-oxo-1-(5-prop-2-ynoxypentyl)-5-(2,3,5-trifluorophenyl)-3-piperidyl]carbamate